N-(2-(1H-Tetrazol-5-yl)ethyl)-6-(1-isopropyl-1H-pyrazol-3-yl)-5-methyl-2-(1-methyl-1H-imidazol-2-yl)thieno[2,3-d]pyrimidin-4-amine N1N=NN=C1CCNC=1C2=C(N=C(N1)C=1N(C=CN1)C)SC(=C2C)C2=NN(C=C2)C(C)C